C(C1=CC=CC=C1)OC1=C(C=CC=C1)C1=CC=CC=C1 (benzyloxy)-[1,1'-biphenyl]